ClC1=C(C(=CC=C1)F)N1NC=CC=C1C(=O)N 2-(2-chloro-6-fluorophenyl)pyridazine-3-carboxamide